methyl 3-[4-(tert-butoxycarbonylamino)-3-(1,2-dideuterio-4,4-dimethyl-cyclohexyl)phenyl]-6,7-dideuterio-1,5-dimethyl-8-azabicyclo[3.2.1]oct-2-ene-8-carboxylate C(C)(C)(C)OC(=O)NC1=C(C=C(C=C1)C1=CC2(C(C(C(C1)(N2C(=O)OC)C)[2H])[2H])C)C2(C(CC(CC2)(C)C)[2H])[2H]